CS(=O)(=O)N[C@@H]1[C@@H](N(CC1)C(=O)OC)CO[C@H]1C[C@H]2C[C@]2(CC1)C1=NC=CC=N1 methyl (2R,3S)-3-(methylsulfonamido)-2-((((1R,3R,6S)-6-(pyrimidin-2-yl)bicyclo[4.1.0]heptan-3-yl)oxy)methyl)pyrrolidine-1-carboxylate